Racemic-N5-ethyl-3-(1-(2-fluorophenyl)ethoxy)-N2-methyl-1H-pyrrole-2,5-dicarboxamide C(C)NC(=O)C1=CC(=C(N1)C(=O)NC)O[C@H](C)C1=C(C=CC=C1)F |r|